CC=1C=CC(=C(N)C1)OCCOCC#C[Si](C)(C)C 5-methyl-2-(2-((3-(trimethylsilyl)prop-2-yn-1-yl)oxy)ethoxy)aniline